4-(8-(1-acryloylpyrrolidin-3-yl)quinazolin-6-yl)-N-(5-(trifluoromethyl)pyridin-2-yl)benzamide C(C=C)(=O)N1CC(CC1)C=1C=C(C=C2C=NC=NC12)C1=CC=C(C(=O)NC2=NC=C(C=C2)C(F)(F)F)C=C1